Trimethyl-(bromodifluoromethyl)silane C[Si](C(F)(F)Br)(C)C